C(C)OS(=O)(=O)OCC.CNN(C(C(=CCC)C)=O)NC N,N-dimethylaminoethyl-methacrylamide diethyl-sulfate